3-benzyl-6-methyl-6H-imidazo[1',2':1,6]Pyrido[3,4-b]Indole C(C1=CC=CC=C1)C1=CN=C2C=C3C(N(C=4C=CC=CC34)C)=CN21